C1(CC1)CC#C[Si](C)(C)C 3-cyclopropylprop-1-ynyl-(trimethyl)silane